[Na].C(C(=O)C)C(C1=CC=CC=C1)C=1C(OC2=CC=CC=C2C1O)=O (α-acetonylbenzyl)-4-hydroxycoumarin sodium salt